NC=1C=C(C(=NC1)OC1=CC=C(C=C1)OC(F)(F)F)C(=O)NC1=CC(=CC=C1)S(=O)(=O)C 5-amino-N-(3-methylsulfonylphenyl)-2-[4-(trifluoromethoxy)phenoxy]pyridine-3-carboxamide